dioxane Edisylate S(=O)(=O)(O)CCS(=O)(=O)O.O1CCOCC1